C(C)OC(OCC)[SiH2]CCCCCCCCCCN1COC=C1 3-[10-(diethoxymethylsilyl)decyl]-4-oxazoline